3-(3-(4-(cyclohexanecarbonyl)piperazin-1-yl)-3-oxopropyl)-7-fluoroisoquinolin-1(2H)-one C1(CCCCC1)C(=O)N1CCN(CC1)C(CCC=1NC(C2=CC(=CC=C2C1)F)=O)=O